FCCCN1CC(C1)CC1=CC=C(C=C1)C1=C(CCCC2=C1C=CC(=C2)C(=O)O)C2=C(C=C(C=C2)OC)C 9-(4-((1-(3-fluoropropyl)azetidin-3-yl)methyl)phenyl)-8-(4-methoxy-2-methylphenyl)-6,7-dihydro-5H-benzo[7]annulene-3-carboxylic acid